CC1=C(OC=2C=C3C4(C(N(C3=CC2)C2OCCCC2)=O)CCC4)C(=CC(=C1)[N+](=O)[O-])C 5'-(2,6-dimethyl-4-nitrophenoxy)-1'-(oxan-2-yl)spiro[cyclobutane-1,3'-indol]-2'-one